COC(=O)[C@@H]1C[C@H](CCC1)OC=1C(=NC(=CC1)C=1SC(=CC1CBr)Cl)C (1S,3S)-3-((6-(3-(bromomethyl)-5-chlorothien-2-yl)-2-methylpyridin-3-yl)oxy)cyclohexane-1-carboxylic acid methyl ester